tris-(2,4-di-t-butylphenyl) phosphite P(OC1=C(C=C(C=C1)C(C)(C)C)C(C)(C)C)(OC1=C(C=C(C=C1)C(C)(C)C)C(C)(C)C)OC1=C(C=C(C=C1)C(C)(C)C)C(C)(C)C